methyl (S,E)-(1-((1-((5,6-difluoro-7-isobutyl-1H-benzo[d]imidazol-2-yl)methyl)-2-oxo-1,2-dihydropyridin-3-yl)amino)-7-(dimethylamino)-1,7-dioxohept-5-en-2-yl)carbamate FC1=CC2=C(NC(=N2)CN2C(C(=CC=C2)NC([C@H](CC\C=C\C(=O)N(C)C)NC(OC)=O)=O)=O)C(=C1F)CC(C)C